3-[(1R,3R)-1-[2,6-difluoro-4-[1-(3-fluoropropyl)azetidin-3-yl]oxy-phenyl]-3-methyl-1,3,4,9-tetrahydropyrido[3,4-b]indol-2-yl]-2,2-dimethyl-propan-1-ol FC1=C(C(=CC(=C1)OC1CN(C1)CCCF)F)[C@H]1N([C@@H](CC2=C1NC1=CC=CC=C21)C)CC(CO)(C)C